methyl (2E)-3-(4-{[(4S)-4-{[(3R)-1-acetylpyrrolidin-3-yl]carbamoyl}-4-{[(tert-butoxy)carbonyl]amino}butyl]amino}-3-nitrophenyl)prop-2-enoate C(C)(=O)N1C[C@@H](CC1)NC(=O)[C@H](CCCNC1=C(C=C(C=C1)/C=C/C(=O)OC)[N+](=O)[O-])NC(=O)OC(C)(C)C